2,5-dichloroisonicotinic acid ClC=1C=C(C(=O)O)C(=CN1)Cl